BrC=1C(=C(C=CC1)N1C[C@@H](N(CC1)C(=O)OC(C)(C)C)C)OCC(C1=CC=C(C=C1)Cl)O[Si](C)(C)C(C)(C)C tert-butyl (2S)-4-(3-bromo-2-(2-((tert-butyldimethylsilyl)oxy)-2-(4-chlorophenyl) ethoxy)phenyl)-2-methylpiperazine-1-carboxylate